(3R)-4-[(4aR,8aS)-3,4,4a,5,6,7,8,8a-Octahydro-2H-quinolin-1-yl]-3-[(2,4-dimethoxyphenyl)methylamino]-4-oxo-butanamide N1(CCC[C@H]2CCCC[C@H]12)C([C@@H](CC(=O)N)NCC1=C(C=C(C=C1)OC)OC)=O